tertiary butyl-dimethyl-silane triflate OS(=O)(=O)C(F)(F)F.C(C)(C)(C)[SiH](C)C